1H-pyrrolo[1,2-c]imidazole-1-one C1(C=2N(C=N1)C=CC2)=O